(S)-N-(5-methyl-7-(3-methyl-3-(pyrrolidin-1-yl)but-1-yn-1-yl)-4-oxo-2,3,4,5-tetrahydrobenzo[b][1,4]oxaazepin-3-yl)-4-phenoxypyridineamide CN1C2=C(OC[C@@H](C1=O)NC(=O)C1=NC=CC(=C1)OC1=CC=CC=C1)C=CC(=C2)C#CC(C)(N2CCCC2)C